16-(((9Z,12Z,15Z)-octadeca-9,12,15-trienoyl)oxy)-hexadecanoic acid C(CCCCCCC\C=C/C\C=C/C\C=C/CC)(=O)OCCCCCCCCCCCCCCCC(=O)O